6-(2-((5-cyclopropyl-3-(3,5-dichloropyridin-4-yl)isoxazol-4-yl)methylene)-7-azaspiro[3.5]non-7-yl)-1-(difluoromethyl)-1H-indole-3-carboxylic acid C1(CC1)C1=C(C(=NO1)C1=C(C=NC=C1Cl)Cl)C=C1CC2(C1)CCN(CC2)C2=CC=C1C(=CN(C1=C2)C(F)F)C(=O)O